(4-(4-amino-7-(1-isobutyrylpiperidin-4-yl)pyrrolo[2,1-f][1,2,4]triazin-5-yl)phenyl)-5,6-dimethyl-2-oxo-2H-[1,3'-bipyridine]-3-carboxamide NC1=NC=NN2C1=C(C=C2C2CCN(CC2)C(C(C)C)=O)C2=CC=C(C=C2)C2=C(C(N(C(=C2C)C)C=2C=NC=CC2)=O)C(=O)N